F[P-](F)(F)(F)(F)F.C(CCC)[N+]1=CC=CC=C1 1-butylpyridinium hexafluorophosphate